(R)-4-((1-(3-(difluoromethyl)-2-fluorophenyl)ethyl)amino)-8-(2,2-difluoropropoxy)-6-(1-(fluoromethyl)cyclopropyl)-2-methylpyrido[4,3-d]pyrimidine-7(6H)-one FC(C=1C(=C(C=CC1)[C@@H](C)NC=1C=2C(N=C(N1)C)=C(C(N(C2)C2(CC2)CF)=O)OCC(C)(F)F)F)F